ClC1=NC2=C(C=CC=C2C(=N1)N1[C@@H](CCC1)C(=O)N)OC(C)C (S)-1-(2-chloro-8-isopropoxyquinazolin-4-yl)pyrrolidine-2-carboxamide